C(C)(C)(C)OC(=O)N1CC(CC1)OCCN1CCN(CC1)CC1=CC=C(C=C1)C1=CN(C=2N=C(N=CC21)NCCC(F)(F)F)[C@@H]2CC[C@H](CC2)O tert-butyl-3-(2-[4-[(4-[7-[trans-4-hydroxycyclohexyl]-2-[(3,3,3-trifluoropropyl)amino]-7H-pyrrolo[2,3-d]pyrimidin-5-yl]phenyl)methyl] piperazin-1-yl]ethoxy)pyrrolidine-1-carboxylate